O[C@H]1C[C@H](CC1)C=1C=C(N(N1)C(C)(C)C)NC=1C=CC2=C(C(CS2(=O)=O)(C)C)C1 5-({5-[(1s,3r)-3-hydroxycyclopentyl]-2-(2-methylpropan-2-yl)pyrazol-3-yl}amino)-3,3-dimethyl-2,3-dihydro-1λ6-benzothiophene-1,1-dione